C(C1=CC=CC=C1)OC1=C(C=CC=C1)C1=CC(=C(C=C1F)F)C[C@]1(C[C@H](CC1)NS(=O)(=O)C)C=1OC=C(N1)CCl N-((1S,3R)-3-((2'-(benzyloxy)-4,6-difluoro-[1,1'-biphenyl]-3-yl)methyl)-3-(4-(chloromethyl)oxazol-2-yl)cyclopentyl)methanesulfonamide